FC(C(=O)O)(F)F.C1(CC1)C1=C2CCC(NC2=C2C(=N1)C=C(C(=C2)OC)OCCCN2CCCC2)C 1-[3-({5-cyclopropyl-9-methoxy-2-methyl-1H,2H,3H,4H-benzo[h]1,6-naphthyridin-8-yl}oxy)propyl]pyrrolidine trifluoroacetate